2,2-difluoro-1-(2-{[1-(4-fluorophenyl)-4-methyl-1H-1,2,3-triazol-5-yl]methoxy}-5,7-dihydro-6H-pyrrolo[3,4-b]pyridin-6-yl)ethanone FC(C(=O)N1CC2=NC(=CC=C2C1)OCC1=C(N=NN1C1=CC=C(C=C1)F)C)F